S1SC(CC1)CCCCC(=O)OC(COC(CCCC(=O)O)=O)CCCCCC 5-((2-((5-(1,2-Dithiolan-3-yl)pentanoyl)oxy)octyl)oxy)-5-oxopentanoic acid